C(C1=C(C(=C(C(=C1[2H])[2H])[2H])[2H])[2H])([2H])([2H])OC(=O)C1=CC=C(O)C=C1 benzyl-d7-Paraben